4-fluoro-3-(hydroxymethyl)benzoic acid methyl ester COC(C1=CC(=C(C=C1)F)CO)=O